NC1C(C1)CNC(=O)C1=C(C=C(C=C1)NC(=O)C=1N(C(=CN1)C=1C(=NN(C1)C1=NC=C(C=C1)N)C(F)(F)F)C)Cl N-[4-[(2-aminocyclopropyl)methylcarbamoyl]-3-chloro-phenyl]-5-[1-(5-amino-2-pyridyl)-3-(trifluoromethyl)pyrazol-4-yl]-1-methyl-imidazole-2-carboxamide